COC1=CC=C(C=C1)C(OC[C@@H]1[C@H](C[C@@H](O1)N1C(=O)NC(=SCCC#N)C=C1)O)(C1=CC=CC=C1)C1=CC=C(C=C1)OC 5'-O-[bis(4-methoxyphenyl)phenylmethyl]-S4-(2-cyanoethyl)-4-thio-2'-deoxyuridine